2-FORMYL-5-METHYL-1H-IMIDAZO[4,5-C]PIPERIDINE C(=O)C=1NC2=C(CN(CC2)C)N1